2-[(5-Methoxy-1H-indol-3-yl)methylene]-N-pentyl-hydrazinecarboximidamide maleate C(\C=C/C(=O)O)(=O)O.COC=1C=C2C(=CNC2=CC1)C=NNC(NCCCCC)=N